(S)-4-((5-fluoropyridin-3-yl)oxy)-N-(7-((3-hydroxyoxetan-3-yl)ethynyl)-5-methyl-4-oxo-2,3,4,5-tetrahydrobenzo[b][1,4]oxazepin-3-yl)pyridineamide FC=1C=C(C=NC1)OC1=CC(=NC=C1)C(=O)N[C@@H]1C(N(C2=C(OC1)C=CC(=C2)C#CC2(COC2)O)C)=O